FC1=C(C(=C(CNC(C)C)C=C1)C)C=1C=C2C(=CN1)NN=C2C=2C=NN(C2)C N-(4-fluoro-2-methyl-3-(3-(1-methyl-1H-pyrazol-4-yl)-1H-pyrazolo[3,4-c]pyridin-5-yl)benzyl)propan-2-amine